COC(=O)C1=CC=NC2=CC(=CC=C12)CO 7-(hydroxymethyl)quinoline-4-carboxylic acid methyl ester